N-tertiary octyl-acrylamide C(C)(C)(CC(C)(C)C)NC(C=C)=O